Cl.Cl.Cl.Cl.C(CCCCCCCCC(=O)N)(=O)N sebacamide tetrahydrochloride